ClC=1C=CC(=C(C1)N1/C(/SCC1=O)=N/C(=O)NNC(C)C1=CC=C(C=C1)C1=NN(C=N1)C1=CC=C(C=C1)OC(F)(F)F)OC(F)(F)F (Z)-N-(3-(5-chloro-2-(trifluoromethoxy)phenyl)-4-oxothiazolidine-2-ylidene)-2-(1-(4-(1-(4-(trifluoromethoxy)phenyl)-1H-1,2,4-triazol-3-yl)phenyl)ethyl)hydrazine-1-carboxamide